COC(=O)C1=NC=C(C=C1S(=O)(=O)CC)C1(CC1)C#N 5-(1-cyanocyclopropyl)-3-ethylsulfonyl-pyridine-2-carboxylic acid methyl ester